C(C)(C)C1=NN(C=C1)C1=C(C#N)C=CC=C1 2-(3-isopropyl-1H-pyrazol-1-yl)benzonitrile